4-(2-nitrophenyl)pyrimidin-2-amine [N+](=O)([O-])C1=C(C=CC=C1)C1=NC(=NC=C1)N